CN1N=CC=2C1=C(N=CC2)N[C@H]2CN(CCC2)C(=O)OC(C)(C)C tert-butyl (R)-3-((1-methyl-1H-pyrazolo[3,4-c]pyridin-7-yl)amino)piperidine-1-carboxylate